dipentaerythritol hexa(3-mercaptoacrylate) SC=CC(=O)OCC(COC(C=CS)=O)(COCC(COC(C=CS)=O)(COC(C=CS)=O)COC(C=CS)=O)COC(C=CS)=O